C1N(CC2=CC=CC=C12)CC1=CC(C(=CO1)OCC1CCC(CC1)C(=O)NC)=O 4-(((6-(isoindolin-2-ylmethyl)-4-oxo-4H-pyran-3-yl)oxy)methyl)-N-methylcyclohexanecarboxamide